O[C@H]1CC[C@H]2[C@@H]3CCC4=CC(CCC4=C3CC[C@]12C)=O (8S,13S,14S,17S)-17-hydroxy-13-methyl-1,2,6,7,8,11,12,13,14,15,16,17-dodecahydro-3H-cyclopenta[a]phenanthren-3-one